e-ethane CC